N-(8-(difluoromethoxy)-5,5-dimethyl-4,5-dihydronaphtho[2,1-d]isoxazol-3-yl)-2-methoxybenzenesulfonamide FC(OC1=CC=C2C(CC=3C(=NOC3C2=C1)NS(=O)(=O)C1=C(C=CC=C1)OC)(C)C)F